NC1=C(C(=O)OC[C@H]2O[C@H]([C@@H]([C@H]([C@@H]2O)O)O)OC=2C=C3C(=CNC3=CC2)CCNC(C)=O)C=CC=C1 ((2R,3S,4S,5R,6S)-6-((3-(2-acetamidoethyl)-1H-indol-5-yl)oxy)-3,4,5-trihydroxytetrahydro-2H-pyran-2-yl)methyl 2-aminobenzoate